N1(CCCCCC1)C(SCCCCCC(=O)O)=O S-5-carboxypentyl hexahydroazepine-1-carbothioate